bis(2-methylpropyl)alumanylium hydride [H-].CC(C[Al+]CC(C)C)C